ClC1=C(C=C(C=C1)NC(NC1CCC=2NC3=CC(=CC=C3C2C1)C(=O)NC1CC1)=O)C(F)(F)F 3-(3-(4-chloro-3-trifluoromethylphenyl)ureido)-N-cyclopropyl-2,3,4,9-tetrahydro-1H-carbazole-7-carboxamide